C(C)(C)(C)C=1C=CC=C(C1O)C 6-tertiary butyl-o-cresol